5-((4-oxo-4-(4-(5-(trifluoromethyl)pyrimidin-2-yl)piperazin-1-yl)butyl)amino)(trifluoromethyl)pyridin-2(1H)-one O=C(CCCNC=1C=CC(N(C1)C(F)(F)F)=O)N1CCN(CC1)C1=NC=C(C=N1)C(F)(F)F